ClC1=C(C=CC=C1)C1=CC(=CC=C1)C 2-chloro-3'-methyl-1,1'-biphenyl